2-(6-{5-Chloro-2-[(oxan-4-yl)amino]pyrimidin-4-yl}-1-oxo-2,3-dihydro-1H-isoindol-2-yl)-N-{1-[4-(1H-imidazol-1-yl)phenyl]ethyl}acetamid ClC=1C(=NC(=NC1)NC1CCOCC1)C1=CC=C2CN(C(C2=C1)=O)CC(=O)NC(C)C1=CC=C(C=C1)N1C=NC=C1